3-[6-(2,3-dihydro-benzo[1,4]dioxin-5-yl)-2-methoxy-pyridin-3-ylamino]-benzaldehyde O1CCOC2=C1C=CC=C2C2=CC=C(C(=N2)OC)NC=2C=C(C=O)C=CC2